N1=CC(=CC=C1)CSCCSCCCSCCSCC=1C=NC=CC1 1,13-Bis(3-pyridyl)-2,5,9,12-tetrathiatridecan